FC1(CC1)C(=O)N[C@H](C(=O)N1[C@@H](C[C@H](C1)O)C(=O)NCC1=C(C=C(C=C1)C1=C(N=CS1)C)O)C(C)(C)C (2S,4R)-1-[(2S)-2-[(1-fluorocyclopropyl)formamido]-3,3-dimethylbutanoyl]-4-hydroxy-N-{[2-hydroxy-4-(4-methyl-1,3-thiazol-5-yl)phenyl]methyl}pyrrolidine-2-carboxamide